The molecule is an acyl-CoA that results from the formal condensation of the thiol group of coenzyme A with the carboxy group of oscr#16. It derives from an oscr#16. It is a conjugate acid of an oscr#16-CoA(4-). C[C@H]1[C@@H](C[C@H]([C@@H](O1)OCCCCCCCCCC(=O)SCCNC(=O)CCNC(=O)[C@@H](C(C)(C)COP(=O)(O)OP(=O)(O)OC[C@@H]2[C@H]([C@H]([C@@H](O2)N3C=NC4=C(N=CN=C43)N)O)OP(=O)(O)O)O)O)O